C(C)(C)(C)OC(=O)N1C(CCCC1)CS(=O)(=O)C1=CC(=NN1C)C (((1,3-dimethyl-1H-pyrazol-5-yl)sulfonyl)methyl)piperidine-1-carboxylic acid tert-butyl ester